CC1(OB(OC1(C)C)C1=CN=C(O1)C(=O)OCC)C ethyl 5-(4,4,5,5-tetramethyl-1,3,2-dioxaborolan-2-yl)oxazole-2-carboxylate